S1SC(CC1)=O [1,2]Dithiolan-3-one